2-(5-bromopyridin-3-yl)acetonitrile BrC=1C=C(C=NC1)CC#N